OC=1C=CC(=C(C1)O)CCCC 5-hydroxy-butyl-phenol